COC1=C(C=C2C(=NC=NC2=C1)NC=1C=NC(=CC1)OC1=CC=CC=C1)[C@H]1CNCCC1 (S)-7-methoxy-N-(6-phenoxypyridin-3-yl)-6-(piperidin-3-yl)quinazolin-4-amine